CC=1NN=CC1B1OC(C(O1)(C)C)C 3-methyl-4-(4,4,5-trimethyl-1,3,2-dioxaborolan-2-yl)-2H-pyrazole